ClC=1C(N(C=C(C1)C(F)(F)F)CC1=NC2=C(C=CC=C2C(N1)=O)C)=O 2-([3-chloro-2-oxo-5-(trifluoromethyl)-1,2-dihydropyridin-1-yl]methyl)-8-methyl-3,4-dihydroquinazolin-4-one